[(2S)-1-{2-[(4-Chlorophenyl)(phenyl)methoxy]ethyl}pyrrolidin-2-yl]methanol ClC1=CC=C(C=C1)C(OCCN1[C@@H](CCC1)CO)C1=CC=CC=C1